N-(1-(2-(1,1-difluoroethyl)pyrimidin-4-yl)-3-(3-(dimethylamino)pyrrolidin-1-yl)-1H-pyrrolo[3,2-c]pyridin-6-yl)acetamide FC(C)(F)C1=NC=CC(=N1)N1C=C(C=2C=NC(=CC21)NC(C)=O)N2CC(CC2)N(C)C